C(C=C)(=O)OC(CCOC1=CC=C(C(=O)OC2=C(C=C(C=C2)OC(C2=CC=C(C=C2)OCCC(CCC)OC(C=C)=O)=O)C)C=C1)CCC 1,4-Bis-[4-(3-acryloyloxyhexyloxy)benzoyloxy]-2-methylbenzene